C1=CC=CC=2C3=CC=CC=C3C(C12)COC(=O)N(C(C(=O)O)CC1=CC(=CC=C1)Cl)C 2-((((9H-Fluoren-9-yl)methoxy)carbonyl)(methyl)amino)-3-(3-chlorophenyl)propanoic acid